(1S,3S,5S)-N-((4-carbamimidoylthiophen-2-yl)methyl)-5-methyl-2-((4-((R)-1-phenylethoxy)benzoyl)glycyl)-2-azabicyclo[3.1.0]hexane-3-carboxamide C(N)(=N)C=1C=C(SC1)CNC(=O)[C@H]1N([C@H]2C[C@]2(C1)C)C(CNC(C1=CC=C(C=C1)O[C@H](C)C1=CC=CC=C1)=O)=O